N(=[N+]=[N-])C[C@H]1C[C@@H]2[C@@H](OC(O2)(C)C)O1 (3aR,5R,6S,6aR)-5-(azidomethyl)-2,2-dimethyltetrahydrofuro[2,3-d][1,3]dioxol